O1C2(OCC1)C[C@@H]1CC(C[C@@H]1C2)=O (3aR,6aS)-Tetrahydro-1H-spiro[pentalene-2,2'-[1,3]dioxolan]-5(3H)-one